C(C)(C)(C)[Si](OCC1=CC=C(C=C1)NC1=C(C(C(=O)OC)=CC=C1)C(=O)OC)(C)C Dimethyl 3-((4-(((tertbutyldimethylsilyl)oxy)methyl)phenyl)amino)phthalate